BrCCCCl bromo-3-chloro-propane